6-(Acetoxymethyl)-5-(4-fluorophenyl)-4-hydroxynicotinic acid methyl ester COC(C1=CN=C(C(=C1O)C1=CC=C(C=C1)F)COC(C)=O)=O